2-((3S,4S)-4-amino-3-methyl-2-oxa-8-azaspiro[4.5]dec-8-yl)quinoxaline N[C@@H]1[C@@H](OCC12CCN(CC2)C2=NC1=CC=CC=C1N=C2)C